2-[[4-(2-pyridyl)piperazin-1-yl]methyl]-1H-indole N1=C(C=CC=C1)N1CCN(CC1)CC=1NC2=CC=CC=C2C1